ClC1=NC(=CC(=C1)NCC=1N=NN(C1)C1=CC(=C(C=C1)OC(C)C)Cl)C(F)(F)F 2-chloro-N-((1-(3-chloro-4-isopropoxyphenyl)-1H-1,2,3-triazol-4-yl)methyl)-6-(trifluoromethyl)pyridin-4-amine